(3E)-3-[1-[(6-chloro-3-pyridyl)methyl]-2-pyridylidene]-1,1,1-trifluoro-propan-2-one ClC1=CC=C(C=N1)CN1\C(\C=CC=C1)=C\C(C(F)(F)F)=O